(3aR,5s,6aS)-N-(4-(difluoromethyl)-6-(2,5-difluorophenyl)pyridazin-3-yl)-2-((4-methyltetrahydro-2H-pyran-4-yl)methyl)octahydrocyclopenta[c]pyrrol-5-amine FC(C1=C(N=NC(=C1)C1=C(C=CC(=C1)F)F)NC1C[C@@H]2[C@@H](CN(C2)CC2(CCOCC2)C)C1)F